CC=1C=C(C=CC1)NNC(=O)C1CCC1 N'-(3-methylphenyl)cyclobutanecarbohydrazide